hydrazine-1,2-dicarboxylic acid N(NC(=O)O)C(=O)O